2,6-Dimethylbenzoyldiphenylphosphine oxide CC1=C(C(=O)P(C2=CC=CC=C2)(C2=CC=CC=C2)=O)C(=CC=C1)C